1,1'-(3,3'-difluoro[1,1'-biphenyl]-4,4'-diyl)bis{4-amino-3-[(E)-diazenyl]naphthalene-1-sulfonamide} FC=1C=C(C=CC1C1(CC(=C(C2=CC=CC=C12)N)\N=N\[H])S(=O)(=O)N)C1=CC(=C(C=C1)C1(CC(=C(C2=CC=CC=C12)N)\N=N\[H])S(=O)(=O)N)F